P(OS(=O)(=O)O)([O-])[O-] sulpho phosphite